2-[2-[[4-bromo-3-(trifluoromethyl)phenoxy]methyl]-7-azaspiro[3.5]nonan-7-yl]-N-[3-(2,6-dioxo-3-piperidyl)-1-methyl-indazol-6-yl]acetamide BrC1=C(C=C(OCC2CC3(C2)CCN(CC3)CC(=O)NC3=CC=C2C(=NN(C2=C3)C)C3C(NC(CC3)=O)=O)C=C1)C(F)(F)F